C(C)N(CCCOC=1C(=C(C=CC1)C1=C(C(=CC=C1)NC=1N=CC=C2C=C(C=NC12)CN1C(CCCC1)CC(=O)O)C)C)CC 1-((8-((3'-(3-(diethylamino)propoxy)-2,2'-dimethyl-[1,1'-biphenyl]-3-yl)amino)-1,7-naphthyridin-3-yl)methyl)piperidine-2-acetic acid